C(C1=CC=CC=C1)(=O)ON=C(C(=O)C1=C(C=C(C=C1)SC1=CC=CC=C1)S)CC N-benzoyloxy-1-(4-phenylthio(sulfanyl)phenyl)butane-1-one-2-imine